3-(Piperazine-1-carbonyl)cyclopentane-1-carboxamide hydrochloride Cl.N1(CCNCC1)C(=O)C1CC(CC1)C(=O)N